NC1=C(C(=O)N2CCC(CC2)N2C(NC3=NC=C(C=C32)OC3CCN(CC3)C)=O)C=CC(=C1)OC(F)(F)F 1-[1-[2-Amino-4-(trifluoromethoxy)benzoyl]-4-piperidyl]-6-[(1-methyl-4-piperidyl)oxy]-3H-imidazo[4,5-b]pyridin-2-one